NC1=CC=C(C=C1)C1=NN(C(=C1C#N)NC1=CC=C(C=N1)OCCCCC(=O)OC(C)(C)C)C(C)(C)C tert-butyl 5-[(6-{[3-(4-aminophenyl)-1-tert-butyl-4-cyano-1H-pyrazol-5-yl]amino} pyridin-3-yl)oxy]pentanoate